C(CCCCC(=O)O)(=O)OCC(C)(C)C.C=C ethylene neopentyl adipate